N1C(=NC(=C1)C(=O)O)C(=O)O 1H-imidazole-2,4-dicarboxylic acid